O=C1N(C2=C(OC1)C=C(C=C2)NC2=CC=C(C=C2)N2CCC(CC2)C(F)(F)F)CCC(=O)N 3-(3-oxo-7-((4-(4-(trifluoromethyl)piperidin-1-yl)phenyl)amino)-2,3-dihydro-4H-benzo[b][1,4]oxazin-4-yl)propanamide